3-(4-{[2-(3-fluorophenyl)ethyl](methyl)sulfamoyl}phenyl)-1-(pyridin-3-ylmethyl)urea FC=1C=C(C=CC1)CCN(S(=O)(=O)C1=CC=C(C=C1)NC(NCC=1C=NC=CC1)=O)C